tert-butyl (3-((4-(tert-butyl)phenyl)amino)cyclohexyl)carbamate C(C)(C)(C)C1=CC=C(C=C1)NC1CC(CCC1)NC(OC(C)(C)C)=O